2-(4-(6-Chloropyridin-2-yl)pyrimidin-2-yl)-5-methoxyisoindoline ClC1=CC=CC(=N1)C1=NC(=NC=C1)N1CC2=CC=C(C=C2C1)OC